C1(=CC=CC=C1)N1N=NN=C1S 1-phenyl-5-mercapto-1H-tetrazole